4-((4-(1-(tert-Butyl)-1H-pyrazol-4-yl)pyrimidin-2-yl)((4-(4-methoxy-3-methylphenyl)bicyclo[2.2.2]octan-1-yl)methyl)carbamoyl)(trans-cyclohexyl) 3-hydroxyazetidine-1-carboxylate OC1CN(C1)C(=O)O[C@@H]1CC[C@H](CC1)C(N(CC12CCC(CC1)(CC2)C2=CC(=C(C=C2)OC)C)C2=NC=CC(=N2)C=2C=NN(C2)C(C)(C)C)=O